FC1=C(C(=CC=C1)F)NC(=O)C1=CC(=C(C=C1O[C@H](C(F)(F)F)C)N1N=C(N(C1=O)C)C(=O)NC)F 1-(4-[(2,6-difluorophenyl)carbamoyl]-2-fluoro-5-{[(2S)-1,1,1-trifluoroprop-2-yl]oxy}phenyl)-N,4-dimethyl-5-oxo-4,5-dihydro-1H-1,2,4-triazole-3-carboxamide